5-benzoylamino-3-(1-isopropyl-1,2,3,6-tetrahydropyridin-4-yl)-1H-indole C(C1=CC=CC=C1)(=O)NC=1C=C2C(=CNC2=CC1)C=1CCN(CC1)C(C)C